C1(CCCC1)N1C=NC(=C1)C(=O)O 1-cyclopentyl-1H-imidazole-4-carboxylic acid